8-(4-methoxyphenyl)-6-methyl-7-(4-nitrophenyl)pyrrolo[1,2-a]pyrazin-1-amine COC1=CC=C(C=C1)C=1C(=C(N2C1C(=NC=C2)N)C)C2=CC=C(C=C2)[N+](=O)[O-]